5-(3-methoxyphenyl)-oxazolidin-2-one COC=1C=C(C=CC1)C1CNC(O1)=O